((1R,8S,9s)-bicyclo[6.1.0]non-4-yn-9-yl)methyl (7-(3-(5-(4-acryloyl-2-oxopiperazin-1-yl)furan-2-yl)propanamido)heptyl)carbamate C(C=C)(=O)N1CC(N(CC1)C1=CC=C(O1)CCC(=O)NCCCCCCCNC(OCC1[C@H]2CCC#CCC[C@@H]12)=O)=O